ClC=1C(=C(NC=2C3=C(N=CN2)C=CC(=N3)N3CC2(C3)CCN(C2)C(C=C)=O)C=CC1)F 1-[2-[4-(3-chloro-2-fluoro-anilino)pyrido[3,2-d]pyrimidin-6-yl]-2,7-diazaspiro[3.4]octan-7-yl]prop-2-en-1-one